ethyl 2-[5-(trifluoromethyl)-2-[4-(trifluoromethyl)phenyl]pyrazol-3-yl]acetate FC(C=1C=C(N(N1)C1=CC=C(C=C1)C(F)(F)F)CC(=O)OCC)(F)F